6-cyclopropyl-9-(1-isopropyl-1H-pyrazol-4-yl)-10-methoxy-2-oxo-6,7-dihydro-2H-pyrido[2,1-a]phthalazine-3-carboxylic acid C1(CC1)N1N2C(C3=CC(=C(C=C3C1)C=1C=NN(C1)C(C)C)OC)=CC(C(=C2)C(=O)O)=O